CC1=C(C=C(C=C1)C)N1C=NC2=C1C1=C(OC2=O)C=CC=C1 1-(2,5-dimethyl-phenyl)-[1]benzopyrano[3,4-d]imidazol-4(1H)-one